P(=O)(OC)(OOC1=CC(=C(C(=C1)F)CN1C(N([C@H](C2=CC=C(C=C12)C(NCC1=C(C=C(C=C1F)F)F)=O)C)C)=O)F)OC (S)-methyl (4-((3,4-dimethyl-2-oxo-7-((2,4,6-trifluorobenzyl) carbamoyl)-3,4-dihydroquinazolin-1(2H)-yl) methyl)-3,5-difluorophenoxy) methyl phosphate